(2S,5S)-4-(4-(trifluoromethyl)-2-oxabicyclo[2.1.1]hexane-1-carbonyl)-2,3,4,5-tetrahydro-2,5-methanopyrido[3,4-f][1,4]oxazepine-9-carbonitrile FC(C12COC(C1)(C2)C(=O)N2C[C@H]1OC3=C([C@@H]2C1)C=NC=C3C#N)(F)F